BrC1=CC(=C(OC2=NC=CC=C2)C(=C1)F)F 2-(4-bromo-2,6-difluorophenoxy)pyridine